ClC1=CC=C(C=C1)C1=CC(=NN1C1=CC=CC=C1)OCC(=O)O {[5-(4-Chlorophenyl)-1-phenyl-1H-pyrazol-3-yl]oxy}acetic acid